[Cl-].[Cl-].C(C)(C)(C)C=1C=C(C=C(C1)C(C)(C)C)C=1[C-](C(=CC1)C1=CC(=CC(=C1)C(C)(C)C)C(C)(C)C)P.[CH-]1C=CC=C1.[Fe+2] 2,5-bis(3,5-di-tert-butylphenyl)-1-ferrocenyl-phosphine dichloride